4-amino-N-((5-chlorobenzo[d]thiazol-2-yl)methyl)-1-methyl-N-(2-oxopiperidin-1-yl)-1H-pyrazolo[4,3-c]quinoline-8-carboxamide NC1=NC=2C=CC(=CC2C2=C1C=NN2C)C(=O)N(N2C(CCCC2)=O)CC=2SC1=C(N2)C=C(C=C1)Cl